(S)-2-(fluoromethyl)-4-((1S,3S)-3-(1-isopropyl-3-(2-(trifluoromethyl)pyrimidin-5-yl)-1H-pyrazol-5-yl)cyclopentyl)morpholine FC[C@@H]1CN(CCO1)[C@@H]1C[C@H](CC1)C1=CC(=NN1C(C)C)C=1C=NC(=NC1)C(F)(F)F